2,5-bis-ethoxymethylfuran C(C)OCC=1OC(=CC1)COCC